N1CC(C1)NC1=NC=C(C=N1)C1=CC=C(C(=N1)OC)NC(=O)C=1C(=NOC1C)C1=CC=CC=C1 [6-[2-(azetidin-3-ylamino)pyrimidin-5-yl]-2-methoxy-3-pyridinyl]-5-methyl-3-phenyl-isoxazole-4-carboxamide